FC1(CC1)C1=NN=C(S1)N (1-fluorocyclopropyl)-1,3,4-thiadiazol-2-amine